C(CCCCCCCCCCCCCCCCCCCCC)(=O)OC1=CC=C2C3=C1O[C@@H]1[C@]34CCN(C([C@@]4(CCC1=C)O)C2)CC2CC2 (4aS,7aS,12bS)-3-(cyclopropylmethyl)-4a-hydroxy-7-methylene-2,3,4,4a,5,6,7,7a-octahydro-1H-4,12-methanobenzofuro[3,2-e]isoquinolin-9-yl docosanoate